CC([C@@H](C(=O)N1[C@@H]([C@H]2C([C@H]2C1)(C)C)C(=O)O)NC(=O)[C@@H]1COCC1)(C)C (1R,2S,5S)-3-[(2S)-3,3-dimethyl-2-[[(3S)-tetrahydrofuran-3-carbonyl]amino]butanoyl]-6,6-dimethyl-3-azabicyclo[3.1.0]hexane-2-carboxylic acid